4-methylthiophene-3-carboxylic acid CC=1C(=CSC1)C(=O)O